C(C)N1C=2N(C3=CC=C(C=C3C1=O)S(=O)(=O)NC1(CC1)C)C(CN2)C#C 4-ethyl-1-ethynyl-N-(1-methylcyclopropyl)-5-oxo-1H,2H-imidazo[1,2-a]quinazoline-7-sulfonamide